CN1C(N(C2=C1C=C(C=C2)C#CC2CCNCC2)C2C(NC(CC2)=O)=O)=O 3-[3-methyl-2-oxo-5-[2-(4-piperidinyl)ethynyl]Benzimidazol-1-yl]Piperidine-2,6-dione